2-amino-4-oxo-5-(4-(trifluoromethyl)phenyl)-4,5-dihydrofuran-3-yl (4-fluorophenyl)methanesulfonate FC1=CC=C(C=C1)CS(=O)(=O)OC1=C(OC(C1=O)C1=CC=C(C=C1)C(F)(F)F)N